C(CCCCCCC)OC(CCC(=O)OCC(COC(CCCCCCC\C=C/C\C=C/CCCCC)=O)CO)OCCCCCCCC 3-((4,4-bis(octyloxy)butanoyl)oxy)-2-(hydroxymethyl)propyl-(9Z,12Z)-octadeca-9,12-dienoate